ClC=1C=CC2=C(N=C(O2)C2CC3(CC(C3)C3=C(C(=O)N)C=CN=C3C#N)C2)C1 (6-(5-chlorobenzo[d]oxazol-2-yl)spiro[3.3]heptan-2-yl)-2-cyanoisonicotinamide